C(C)OC(=O)[C@@H]1CCC(N1)=C(C(=O)OC)C(=O)OC dimethyl (S)-2-(5-(ethoxycarbonyl)pyrrolidin-2-ylidene)malonate